FC1=C(C=C(C=C1)F)C1=CC=C(C=C1)N1C(N(CCC1)C=1SC(=C(N1)C)S(=O)(=O)O)=O 2-(3-(2',5'-difluoro-[1,1'-biphenyl]-4-yl)-2-oxotetrahydropyrimidin-1(2H)-yl)-4-methylthiazole-5-sulfonic acid